8-bromo-1-methyl-1,3,4,5-tetrahydro-2H-benzo[b]azepine BrC=1C=CC2=C(N(CCCC2)C)C1